CC(C(CCCCC)O)O 2,3-Octandiol